C(#C)C=1C=CC2=C(C(=N[C@@H](C=3N2C=NC3C(=O)O)C)C3=NC=CC=C3)C1 (R)-8-ethynyl-4-methyl-6-(pyridin-2-yl)-4H-benzo[f]imidazo[1,5-a][1,4]diazepin-3-carboxylic acid